S(=O)(=O)(O)C(=C(C(=O)O)C#N)CC(C)C.C(CCCN(CC(C)O)CCC(=O)N)N(CC(C)O)CCC(=O)N 3'-(butane-1,4-diylbis((2-hydroxypropyl)azanediyl))dipropanamide sulfo(2-methylpropyl)cyanoacrylate